1,5-bis(3,4-epoxycyclohexylethyl)-1,1,3,3,5,5-hexamethyltrisiloxane C1(CC2C(CC1)O2)CC[Si](O[Si](O[Si](C)(C)CCC2CC1C(CC2)O1)(C)C)(C)C